4-(2-hydroxyethyl)-2,2-dimethyl-1,3-oxazolidine-3-carboxylic acid tert-butyl ester C(C)(C)(C)OC(=O)N1C(OCC1CCO)(C)C